Molybdenum-Potassium Phosphorus [P].[K].[Mo]